NC1=NC(=C(C=2N1C(=C(N2)C(=O)NCC)Br)C2=CC(=NC=C2)OC)C2=CC(=CC=C2)C#N 5-amino-3-bromo-7-(3-cyanophenyl)-N-ethyl-8-(2-methoxypyridin-4-yl)imidazo[1,2-c]pyrimidine-2-carboxamide